N-(4-(1-(cyclopropanecarbonyl)indolin-5-yl)-5-methylthiazol-2-yl)-2-(3-((8-((2-(2,6-dioxopiperidin-3-yl)-1,3-dioxoisoindolin-4-yl)amino)octyl)oxy)phenyl)acetamide C1(CC1)C(=O)N1CCC2=CC(=CC=C12)C=1N=C(SC1C)NC(CC1=CC(=CC=C1)OCCCCCCCCNC1=C2C(N(C(C2=CC=C1)=O)C1C(NC(CC1)=O)=O)=O)=O